C1(=C(C=CC=C1)CN)CN phenylenedimethylenediamine